divinylfuran C(=C)C1=C(OC=C1)C=C